ClC1=CC(=C(C=C1)CC1=CC=CC2=C1N=C1N2CCN(C1)CC=1N(C2=C(N1)C=CC(=C2)C(=O)OC)C[C@H]2OCC2)F methyl 2-({9-[(4-chloro-2-fluorophenyl)methyl]-1,2,3,4-tetrahydrobenzo[4,5]imidazo[1,2-a]pyrazin-2-yl}methyl)-3-{[(2S)-oxetan-2-yl]methyl}benzo[d]imidazole-5-carboxylate